C(#N)C=1C=CC(=NC1)C(F)(F)F 5-cyano-2-(trifluoromethyl)pyridine